8-(2,6-Dichlorophenoxypropyl)thio-guanosine ClC1=C(OCCCSC=2N([C@H]3[C@H](O)[C@H](O)[C@@H](CO)O3)C=3N=C(NC(C3N2)=O)N)C(=CC=C1)Cl